C(C)(C)(C)OC(=O)N1CCN(CC1)CCCCC1=NC(=C(C=C1)O)/C=N/O (E)-4-(4-(5-hydroxy-6-((hydroxyimino)methyl)pyridin-2-yl)butyl)piperazine-1-carboxylic acid tert-butyl ester